2-(3,4-Dimethoxyphenyl)-3-ethyl-5-(piperidin-4-ylmethoxy)-1H-indol COC=1C=C(C=CC1OC)C=1NC2=CC=C(C=C2C1CC)OCC1CCNCC1